CC1=C(C=2N(C=C1C1=C(C=3C(=CN=C(C3F)N3CCN(CC3)CC(=O)N)N1)C(C)C)N=CN2)C 2-(4-(2-(7,8-dimethyl-[1,2,4]triazolo[1,5-a]pyridin-6-yl)-4-fluoro-3-isopropyl-1H-pyrrolo[2,3-c]pyridin-5-yl)piperazin-1-yl)acetamide